CN1C(C2=CC(=CC(=C2C=C1N1CCN(CC1)CC(F)(F)F)C(C)NC1=C(C(=O)OC)C=CC=C1)C)=O methyl 2-((1-(2,7-dimethyl-1-oxo-3-(4-(2,2,2-trifluoroethyl)piperazin-1-yl)-1,2-dihydroisoquinolin-5-yl)ethyl)amino)benzoate